NC1N(CCCC1)C(=O)N1CCOCC1 amino-(5R)-(morpholine-N-carbonyl)-piperidine